BrC1=C2C=CC=C(C2=CC=C1)C(C)=O 1-(5-bromo-1-naphthyl)ethanone